[Si](C)(C)(C(C)(C)C)OCC1=CC=C2NC(C(NC2=C1F)=O)C 7-(((tert-butyldimethylsilyl)oxy)methyl)-8-fluoro-3-methyl-3,4-dihydroquinoxalin-2(1H)-one